8-oxo-1,15-bis(pentylthio)pentadecane-2,14-diyl dinonanoate C(CCCCCCCC)(=O)OC(CSCCCCC)CCCCCC(CCCCCC(CSCCCCC)OC(CCCCCCCC)=O)=O